1-cyclopropyl-2-methoxy-6-(4,4,5,5-tetramethyl-1,3,2-dioxaborolan-2-yl)-1H-benzo[d]Imidazole C1(CC1)N1C(=NC2=C1C=C(C=C2)B2OC(C(O2)(C)C)(C)C)OC